FC=1C=C(C=C(C1)F)C1=NN(C=C1C1=CC=NC=C1)C 4-[3-(3,5-difluorophenyl)-1-methylpyrazol-4-yl]pyridine